CC=1C(=NC=C(C1)NC(C(=O)N1C(CCC(C1)C)C=1C=CC2=C(N=C(S2)NC)C1)=O)NC(OC(C)(C)C)=O tert-butyl N-[3-methyl-5-[[2-[5-methyl-2-[2-(methylamino)-1,3-benzothiazol-5-yl]-1-piperidyl]-2-oxo-acetyl]amino]-2-pyridyl]carbamate